[Si](C)(C)(C(C)(C)C)OCC(CSC(C)=O)C=1SC=C(C1)F thioacetic acid S-(3-((tert-butyldimethylsilyl) oxy)-2-(4-fluorothiophen-2-yl) propyl) ester